Cl[C@@]([C@]([C@](C(=O)C(C)=O)(O)C(C)=O)(O)C(C)=O)(O)CO chloro-triacetylribose